C1=C(C=CC2=CC=CC=C12)CN1CC=2C(CC1)=C(N(N2)C2=NC=CC=C2)O 6-(naphthalene-2-ylmethyl)-2-(pyridin-2-yl)-4,5,6,7-tetrahydro-2H-pyrazolo[3,4-c]pyridin-3-ol